N1N=CC(=C1)CCNC1=NC(=NC(=C1C)C)C(=O)N[C@H](C)C1=C(C=CC=C1)Cl (R)-4-((2-(1H-pyrazol-4-yl)ethyl)amino)-N-(1-(2-chlorophenyl)ethyl)-5,6-dimethylpyrimidine-2-carboxamide